C12(CC3CC(CC(C1)C3)C2)NC(COC2=NC(=NC(=C2)OCCO[Si](C2=CC=CC=C2)(C2=CC=CC=C2)C(C)(C)C)SC)=O N-(adamantan-1-yl)-2-((6-(2-((tert.-butyldiphenylsilyl)oxy)ethoxy)-2-(methylthio)pyrimidin-4-yl)oxy)acetamide